CN1C(=CC(=C1)NC(=O)C=1N(C=C(N1)NC(=O)C=1N(C=C(C1)NC(=O)C1=CC2=C(N=C(N2)C=2N(C=CN2)C)C=C1)C)C)C(=O)OC methyl 1-methyl-4-(1-methyl-4-{1-methyl-4-[2-(1-methylimidazol-2-yl)-3H-1,3-benzodiazole-5-amido]pyrrole-2-amido}imidazole-2-amido)pyrrole-2-carboxylate